C1(=CC=CC=C1)C(N1CC(C1)(O)CC(=O)OC(C)(C)C)C1=CC=CC=C1 1,1-dimethylethyl [1-(diphenylmethyl)-3-hydroxyazetidin-3-yl]acetate